ClC=1C2=C(C(=NN1)NN)CCC2(C)C 4-chloro-1-hydrazineyl-5,5-dimethyl-6,7-dihydro-5H-cyclopenta[d]pyridazine